CC1=C(C=CC=C1)CC1OCC(CO1)=O 2-[(2-methylphenyl)methyl]-1,3-dioxan-5-one